C(N)(=O)C1(CCC1)C1=C(C=CC2=C1C(=C(O2)C)C(=O)N)OC(C)C2=CC=CC=C2 (1-carbamoyl-cyclobutyl)-2-methyl-5-(1-phenylethoxy)benzofuran-3-carboxamide